O.O.[Cl-].[Ca+2].[Cl-] Calcium Chloride, Dihydrate